(18S,22S)-2,12,20-trioxo-1-(4,7,10-tris(carboxymethyl)-1,4,7,10-tetraazacyclododecan-1-yl)-6,9,21-trioxa-3,13,19-triazatetracosane-18,22,24-tricarboxylic acid O=C(CN1CCN(CCN(CCN(CC1)CC(=O)O)CC(=O)O)CC(=O)O)NCCOCCOCCC(NCCCC[C@H](NC(O[C@@H](CCC(=O)O)C(=O)O)=O)C(=O)O)=O